tert-Butyl (4-(6-((2,6-dioxopiperidin-3-yl)carbamoyl)pyridin-2-yl)but-3-yn-1-yl)carbamate O=C1NC(CCC1NC(=O)C1=CC=CC(=N1)C#CCCNC(OC(C)(C)C)=O)=O